(S)-6-(3-amino-5-fluoro-6-(3-(pyrrolidin-2-yl)-4-(tetrahydro-2H-pyran-4-yl)phenyl)pyrazin-2-yl)-7-fluoro-3,4-dihydroisoquinolin-1(2H)-one NC=1C(=NC(=C(N1)F)C1=CC(=C(C=C1)C1CCOCC1)[C@H]1NCCC1)C=1C=C2CCNC(C2=CC1F)=O